3-[4-[3-iodo-1-(2-trimethylsilylethoxymethyl)pyrazolo[3,4-c]pyridin-5-yl]-2-methyl-pyrazol-3-yl]oxypropane-1-ol IC1=NN(C2=CN=C(C=C21)C2=C(N(N=C2)C)OCCCO)COCC[Si](C)(C)C